ethyl-5H-pyrrolo[3,4-d]pyrimidin-7(6H)-one C(C)C=1N=CC2=C(N1)C(NC2)=O